CC1CC(CC2C(C3=CC=CC=C3C(C12)=O)=O)C 1,3-dimethyl-1,2,3,4,4a,9a-hexahydroanthraquinone